3-hydroxycholest-5-ene OC1CC2=CC[C@H]3[C@@H]4CC[C@H]([C@@H](CCCC(C)C)C)[C@]4(CC[C@@H]3[C@]2(CC1)C)C